FC1=C(C=C(C=C1)C1=CC2=C(N1C1=CC=C(C=C1)CCCCCCCCCC)C=C(N2C2=CC=C(C=C2)CCCCCCCCCC)C2=CC(=C(C=C2)F)OC)OC 2,5-bis(4-fluoro-3-methoxyphenyl)-1,4-bis(4-n-decylphenyl)-1,4-dihydropyrrolo[3,2-b]pyrrole